methyl (2S,5R)-3,3-dimethyl-7-oxo-4-thia-1-azabicyclo[3.2.0]heptane-2-carboxylate 4,4-dioxide CC1([C@@H](N2C(C[C@H]2S1(=O)=O)=O)C(=O)OC)C